CC1=C(C=C(C=C1)C=1C=NN(C1)CCC(CCC#C)=O)S(=O)(=O)N1CCN(CC1)CCC1=CC=NC=C1 (4-(4-methyl-3-((4-(2-(pyridin-4-yl)ethyl)piperazin-1-yl)sulfonyl)phenyl)-1H-pyrazol-1-yl)hept-6-yn-3-one